1-methyl-3-(2,6-diisopropylphenyl)imidazolinium C[NH+]1CN(CC1)C1=C(C=CC=C1C(C)C)C(C)C